C(CCCC(=O)OCCOC(=O)OCN(C1(CC1)C#N)C(C1=C(C=CC(=C1)C=1C=NN(C1)C=1N(N=C(C1C(F)(F)F)C(C(F)(F)F)(F)F)C)Cl)=O)(=O)OC(C)(C)C Tert-Butyl 2-[({[{2-chloro-5-[2'-methyl-5'-(pentafluoroethyl)-4'-(trifluoromethyl)-2'H-[1,3'-bipyrazol]-4-yl]benzoyl}(1-cyanocyclopropyl)amino]methoxy}carbonyl)oxy]ethyl Pentanedioate